(R)-6'-hydroxy-3'-(4-hydroxybenzyl)-2',4',6'-trimethylspiro[cyclopropane-1,5'-inden]-7'(6'H)-one O[C@@]1(C2(C(=C3C(=C(C=C3C1=O)C)CC1=CC=C(C=C1)O)C)CC2)C